ClC=1C(=NC(=NC1)N(C)C)NC1=CC=2C3=C(C(N(C2C=C1)C)=O)OCC([C@@H](N3)C3CC3)(F)F (S)-10-((5-Chloro-2-(dimethylamino)pyrimidin-4-yl)amino)-2-cyclopropyl-3,3-difluoro-7-methyl-1,2,3,4-tetrahydro-[1,4]oxazepino[2,3-c]chinolin-6(7H)-on